COS(=O)(=O)C=1C(=CC=C2C=CC=CC12)S(=O)(=O)[O-] methylnaphthalenedisulfonate